2-(2-aminoethyl)-6-(trifluoromethyl)-2,3-dihydro-1H-isoindol-1-one NCCN1C(C2=CC(=CC=C2C1)C(F)(F)F)=O